CC1=CC=C(C=C1)S(=O)(=O)N/N=C(\C)/C1=CC=CC=C1 (E)-4-methyl-N'-(1-phenylethylidene)benzenesulfonohydrazide